C1(=CC=CC=C1)C1=NC(=NC(=N1)C1=CC=CC=C1)C1=CC=CC2=C1C1=C(O2)C=CC(=C1)C=1C=C(C=CC1)C=1C=CC=2N(C3=CC=CC=C3C2C1)C1=CC=CC=C1 3-{3-[9-(4,6-diphenyl-1,3,5-triazin-2-yl)-2-dibenzofuranyl]phenyl}-9-phenyl-9H-carbazole